CC1=C(C=C(C=C1)NC(=O)[C@@H]1[C@H]2CC[C@@H](C1)C2)C2=NC=CC=C2 (1S,2S,4R)-N-(4-methyl-3-(pyridin-2-yl)phenyl)bicyclo[2.2.1]heptane-2-carboxamide